1-(2-fluoro-6-(trifluoromethyl)benzyl)-6-methylpyrimidine FC1=C(CN2CN=CC=C2C)C(=CC=C1)C(F)(F)F